N-{4-[(1R)-1-(methylsulfonyl)ethyl]phenyl}{[(4-chlorophenyl)methyl]amino}carboxamide CS(=O)(=O)[C@H](C)C1=CC=C(C=C1)NC(=O)NCC1=CC=C(C=C1)Cl